1-[(2S)-2-methyl-2-({[4-(3-phenyl-1H-pyrrolo[3,2-b]pyridin-2-yl)pyridin-3-yl]oxy}methyl)azetidin-1-yl]prop-2-en-1-one C[C@@]1(N(CC1)C(C=C)=O)COC=1C=NC=CC1C1=C(C2=NC=CC=C2N1)C1=CC=CC=C1